C1(=CC=CC=C1)C1(C=CC2=C(O1)C=1C=C(C(=CC1C1=C2C(C2=CC=CC=C21)(C)C)OC(C2=CC=C(C=C2)OC(C2=CC=C(C=C2)CCCCCC)=O)=O)OC)C2=CC=C(C=C2)N2CCCC2 3-phenyl-3-(4-(pyrrolidin-1-yl)phenyl)-13,13-dimethyl-6-methoxy-7-(4-(4-hexylbenzoyloxy)benzoyloxy)-indeno[2',3':3,4]naphtho[1,2-b]pyran